2-(4-(4-methyl-1-piperazinyl)phenylamino)-8-(4-fluorophenyl)-9-(N-acryloyl-3-pyrrolyl)-9H-purine CN1CCN(CC1)C1=CC=C(C=C1)NC1=NC=C2N=C(N(C2=N1)C1=CN(C=C1)C(C=C)=O)C1=CC=C(C=C1)F